2-(2-(3-chloro-4-fluorophenyl)-5-methylpiperidin-1-yl)-2-oxoacetamide ClC=1C=C(C=CC1F)C1N(CC(CC1)C)C(C(=O)N)=O